N12C[C@H](C(CC1)CC2)OC(N[C@@H]2C(CC1=CC(=C(C=C21)F)C2=CC(=CC=C2)OC(C)C)(C)C)=O (S)-quinuclidin-3-yl((R)-6-fluoro-5-(3-isopropoxyphenyl)-2,2-dimethyl-2,3-dihydro-1H-inden-1-yl)carbamate